(4-methoxy-2,6-dimethylphenyl)boronic acid COC1=CC(=C(C(=C1)C)B(O)O)C